C(CCCCCCCCCCC\C=C/CCCCCCCC)OC[C@@H](OCCCCCCCCCCCC\C=C/CCCCCCCC)CO 1,2-dierucyl-sn-glycerol